4-ethynyl-4-(2-phenoxyethoxy)piperidine trifluoroacetate FC(C(=O)O)(F)F.C(#C)C1(CCNCC1)OCCOC1=CC=CC=C1